2-(2,6-dioxopiperidin-3-yl)-5-((2-(4-(4-(quinoxalin-2-yl)-1H-pyrazol-1-yl)cyclohexyl)ethyl)amino)isoindoline-1,3-dione O=C1NC(CCC1N1C(C2=CC=C(C=C2C1=O)NCCC1CCC(CC1)N1N=CC(=C1)C1=NC2=CC=CC=C2N=C1)=O)=O